6-((2-((5S)-1,7-diazaspiro[4.5]dec-7-yl)-1H-benzoimidazol-1-yl)methyl)-3-pyridinecarbonitrile N1CCC[C@]12CN(CCC2)C2=NC1=C(N2CC2=CC=C(C=N2)C#N)C=CC=C1